ClC=1C(=C(C=CC1)NC(=O)C1=NN(C(=CC1=O)COC)C)F N-(3-chloro-2-fluorophenyl)-6-(methoxymethyl)-1-methyl-4-oxo-1,4-dihydropyridazine-3-carboxamide